ClCC1=CC=C(C=C1)C1=NC=C(C=C1)C(F)(F)F 2-[4-(chloromethyl)phenyl]-5-(trifluoromethyl)pyridine